(R)-4-(1-(2-(tert-butoxy)-2-oxoethyl)-5-((1-(dibenzo[b,d]furan-2-yl)ethyl)amino)-6-oxo-1,6-dihydropyrimidin-2-yl)piperazine-1-carboxylic acid tert-butyl ester C(C)(C)(C)OC(=O)N1CCN(CC1)C=1N(C(C(=CN1)N[C@H](C)C1=CC2=C(OC3=C2C=CC=C3)C=C1)=O)CC(=O)OC(C)(C)C